CC(=CC=CC(C)=O)CC 6-methyl-3,5-octadiene-2-one